(4-(6-(4-(3-(4-((1R,2S)-6-hydroxy-2-phenyl-1,2,3,4-tetrahydronaphthalen-1-yl)phenoxy)propyl)piperazin-1-yl)pyridin-3-yl)-1H-pyrazol-1-yl)piperidine-2,6-dione OC=1C=C2CC[C@@H]([C@@H](C2=CC1)C1=CC=C(OCCCN2CCN(CC2)C2=CC=C(C=N2)C=2C=NN(C2)N2C(CCCC2=O)=O)C=C1)C1=CC=CC=C1